C(C)C(C=C(C(=O)OCCC)C(=O)OCCC)CCC di-n-propyl (2-ethylpentylidene)malonate